C(C)(C)(C)C=1N=C(OC1)[C@H]1C([C@@H]1C1=CC=C(C=C1)S(=O)(=O)N)(C)C 4-[(1R,3R)-3-(4-tert-butyl-1,3-oxazol-2-yl)-2,2-dimethylcyclopropyl]benzenesulfonamide